CC1(OC2=C(O1)C=CC=C2C=2C(=C(C(=O)N)C=CC2NS(=O)(=O)CCO)N2CCC1(CC1)CC2)C (2,2-dimethylbenzo[d][1,3]dioxol-4-yl)-4-((2-hydroxyethyl)sulfonamido)-2-(6-azaspiro[2.5]octan-6-yl)benzamide